C(C)C=1C=C(C=C2C(=CN(C12)COCC[Si](C)(C)C)I)F 7-Ethyl-5-fluoro-3-iodo-1-{[2-(trimethylsilyl)ethoxy]methyl}indole